1-(2-chloro-3-fluorophenyl)-3-(2-hydroxy-3-(octahydropyrazino[2,1-c][1,4]oxazine-8-carbonyl)phenyl)urea ClC1=C(C=CC=C1F)NC(=O)NC1=C(C(=CC=C1)C(=O)N1CC2COCCN2CC1)O